N-(4-(cis-bicyclo[3.1.0]hexan-3-yloxy)-3,5-difluorophenyl)-2-(isobutyl(2-methoxyethyl)amino)-5-(2,2,2-trifluoroethyl)oxazole-4-carboxamide C12CC(CC2C1)OC1=C(C=C(C=C1F)NC(=O)C=1N=C(OC1CC(F)(F)F)N(CCOC)CC(C)C)F